(E)-3-fluoro-2-(6-quinolinyloxymethyl)-prop-2-en-1-amine hydrochloride Cl.F/C=C(\CN)/COC=1C=C2C=CC=NC2=CC1